(S)-quinuclidin-3-yl (7-(4-fluorophenyl)-1,2,3,4-tetrahydronaphthalen-1-yl)carbamate FC1=CC=C(C=C1)C1=CC=C2CCCC(C2=C1)NC(O[C@@H]1CN2CCC1CC2)=O